3-(5-(((1S,2R)-2-(3-(2-chlorophenoxy)azetidin-1-yl)cyclohexyl)oxy)-1-oxoisoindolin-2-yl)piperidine-2,6-dione ClC1=C(OC2CN(C2)[C@H]2[C@H](CCCC2)OC=2C=C3CN(C(C3=CC2)=O)C2C(NC(CC2)=O)=O)C=CC=C1